COC1=CC(=NC2=C(C=CC=C12)OC)C(=O)N1CCC2(CC1)OC(C1=CC=CC=C1C2)=O (4,8-dimethoxyquinoline-2-carbonyl)-1-oxospiro[isochroman-3,4'-piperidine]